C1(CC1)CC1=CN(C2=CC=C(C=C12)N1C(NC2=C(C1=O)C1=C(S2)CCCCC1)=O)C 3-(3-(cyclopropylmethyl)-1-methyl-1H-indol-5-yl)-1,5,6,7,8,9-hexahydro-2H-cyclohepta[4,5]thieno[2,3-d]pyrimidine-2,4(3H)-dione